(4S)-N-((3-chloro-4-fluorophenyl)(4-chlorobicyclo[4.2.0]-oct-1(6),2,4-trien-7-yl)-methyl)-2-oxoimidazolidine-4-carboxamide ClC=1C=C(C=CC1F)C(NC(=O)[C@H]1NC(NC1)=O)C1C=2C=C(C=CC2C1)Cl